3-(4-{4-[(4-{4-[4-(3-{[ethyl(methyl)sulfamoyl]amino}-2,5-difluorophenyl)-3-(pyridin-4-yl)-1H-pyrazol-1-yl]phenyl}piperazin-1-yl)methyl]piperidin-1-yl}phenyl)piperidine-2,6-dione C(C)N(S(=O)(=O)NC=1C(=C(C=C(C1)F)C=1C(=NN(C1)C1=CC=C(C=C1)N1CCN(CC1)CC1CCN(CC1)C1=CC=C(C=C1)C1C(NC(CC1)=O)=O)C1=CC=NC=C1)F)C